2-acryloxypropylene glycol C(C=C)(=O)OC(CO)(C)O